4-(3,4,5-trimethoxyphenyl)-3-(2-((1-((2S,3R,4S,5S)-3,4,5-trihydroxytetrahydro-2H-pyran-2-yl)-1H-1,2,3-triazol-4-yl)methoxy)phenyl)-1'H,3'H,4H-spiro[isoxazole-5,2'-pyrrolizine]-1'-one COC=1C=C(C=C(C1OC)OC)C1C(=NOC12C(C1=CC=CN1C2)=O)C2=C(C=CC=C2)OCC=2N=NN(C2)[C@H]2OC[C@@H]([C@@H]([C@H]2O)O)O